3-(7-chloro-5-fluoro-1H-indol-4-yl)-2-(2,6-diethylphenyl)-4,5,6,7-tetrahydro-2H-pyrazolo[4,3-c]pyridine hydrochloride Cl.ClC=1C=C(C(=C2C=CNC12)C=1N(N=C2C1CNCC2)C2=C(C=CC=C2CC)CC)F